CC1=CSC2=C1N=NC=C2NCC=2SC=CC2 7-methyl-N-(thiophen-2-ylmethyl)thieno[3,2-c]pyridazin-4-amine